1-(4-((5-fluoro-4-(2-(2-hydroxypropan-2-yl)pyridin-4-yl)pyrimidin-2-yl)amino)piperidin-1-yl)ethan-1-one FC=1C(=NC(=NC1)NC1CCN(CC1)C(C)=O)C1=CC(=NC=C1)C(C)(C)O